N-[5-[2-(diethylamino)pyrimidin-5-yl]-4-fluoro-2-[rac-(3R,5S)-3,4,5-trimethylpiperazin-1-yl]phenyl]-6-oxo-4-(trifluoromethyl)-1H-pyridine-3-carboxamide C(C)N(C1=NC=C(C=N1)C=1C(=CC(=C(C1)NC(=O)C1=CNC(C=C1C(F)(F)F)=O)N1C[C@H](N([C@H](C1)C)C)C)F)CC |r|